2-(difluoromethyl)-5-(5-fluoro-6-((4-(3-(piperazin-1-yl)phenyl)-1H-1,2,3-triazol-1-yl)methyl)pyridin-3-yl)-1,3,4-oxadiazole FC(C=1OC(=NN1)C=1C=NC(=C(C1)F)CN1N=NC(=C1)C1=CC(=CC=C1)N1CCNCC1)F